(4S)-4-benzyl-3-[(2S)-2-methylheptanoyl]oxazolidin-2-one (4S,5R)-methyl-3-phenyl-1,4-dioxaspiro[4.5]decane-2-carboxylate COC(=O)C1OC2(OC1C1=CC=CC=C1)CCCCC2.C(C2=CC=CC=C2)[C@@H]2N(C(OC2)=O)C([C@H](CCCCC)C)=O